NC1=NC=C(C2=C1C(=NN2[C@@H]2CN(CC2)C(C=C)=O)C#CC2=CC1=C(N(C=N1)C)C=C2F)C2=NN(C=C2)C 1-[(3S)-3-[4-amino-3-[2-(6-fluoro-1-methyl-benzo[d]imidazol-5-yl)ethynyl]-7-(1-methylpyrazol-3-yl)pyrazolo[4,3-c]pyridin-1-yl]pyrrolidin-1-yl]-2-propen-1-one